C(#N)C1=C(C=C(C=C1)C=1C=C(C(=O)N2[C@@H]3C[C@H]([C@H]2CC3)NS(=O)(=O)C3=C(C=C(C=C3)[N+](=O)[O-])[N+](=O)[O-])C=CC1C1=C(C=C(C=C1)CC(C)(C)O)F)F |o1:14,16,17| N-[(1S,3R,4R)-rel-7-[3-(4-cyano-3-fluoro-phenyl)-4-[2-fluoro-4-(2-hydroxy-2-methyl-propyl)phenyl]benzoyl]-7-azabicyclo[2.2.1]hept-3-yl]-2,4-dinitrobenzenesulfonamide